COC1=CC=C(C=C1)CN1C(CCC2=CC=CC=C12)=O 1-[(4-methoxyphenyl)methyl]-3,4-dihydroquinolin-2-one